(S)-1-[(S)-1-({4-[(p-Methoxy-phenoxy)methyl]-1-piperidyl}carbonyl)-3-methylbutyl]-3-isobutyl-2-piperazinone COC1=CC=C(OCC2CCN(CC2)C(=O)[C@H](CC(C)C)N2C([C@@H](NCC2)CC(C)C)=O)C=C1